N=1N2C(=C(C1)C1CNCCO1)CCC2 2-(5,6-dihydro-4H-pyrrolo[1,2-b]pyrazol-3-yl)morpholine